Pyridine ruthenium [Ru].N1=CC=CC=C1